C(C)(=O)OC1=CC=C(C=C1)C=1C=2C=CC=3N(C2N=C(C1)C(C(F)(F)F)(F)F)C=C(N3)C=3OC=NN3 4-(8-(1,3,4-oxadiazol-2-yl)-2-(perfluoroethyl)imidazo[1,2-a][1,8]naphthyridin-4-yl)phenyl acetate